Methyl 3-((meth-ylsulfonyl)oxy)-pyrrolidine-1-carboxylate CS(=O)(=O)OC1CN(CC1)C(=O)OC